N1(CCC1)C(C=1C=C(N)C=CC1)C1=NN=CN1C 3-(azetidin-1-yl(4-methyl-4H-1,2,4-triazol-3-yl)methyl)aniline